ClC=1C(=C2C(=C(N=C(C2=CN1)N1CC2CCC(C1)N2C(=O)OC(C)(C)C)C)C2CC2)F tert-butyl 3-(6-chloro-4-cyclopropyl-5-fluoro-3-methyl-2,7-naphthyridin-1-yl)-3,8-diazabicyclo[3.2.1]octane-8-carboxylate